C1(CC1)N1N=CC(=C1CO[C@@]12N(C[C@@H](CC1)C2)C=2C=CC=C(C(=O)O)C2)C2=C(C=CC=C2Cl)Cl (1S,4S,SR)-5-{[1-cyclopropyl-4-(2,6-dichlorophenyl)-1H-pyrazol-5-yl]methoxyl-2-azabicyclo[2.2.1]heptan-2-yl}benzoic acid